C1NCC=2C=NC=CC21 dihydro-1H-pyrrolo[3,4-c]pyridin